OC=1C=C(C=CC1O)C1(C2(N(CC1)C)C(NC1=CC=CC=C12)=O)C(C1=C(C=CC=C1)C(F)(F)F)=O (3,4-dihydroxyphenyl)-1'-methyl-3'-(2-(trifluoromethyl)benzoyl)spiro[indoline-3,2'-pyrrolidin]-2-one